CC(CC)(CC(CC)C)O 3,5-dimethyl-3-heptanol